behenyl-phenol C(CCCCCCCCCCCCCCCCCCCCC)C1=C(C=CC=C1)O